FC=1C(=C(OC2=CC=C(C=C2)C2=NN(C3=C2C=NC=C3)[C@H]3CN(CCC3)C(C=C)=O)C=CC1)C (R)-1-(3-(3-(4-(3-fluoro-2-methylphenoxy)phenyl)-1H-pyrazolo[4,3-c]pyridin-1-yl)piperidin-1-yl)prop-2-en-1-one